3-fluoro-5-(4H-1,2,4-triazol-4-yl)benzoic acid FC=1C=C(C(=O)O)C=C(C1)N1C=NN=C1